CC1=C(N=C(S1)NC(C1=CC=C(C=C1)S(=O)(=O)N1CCCC1)=O)C1=CC=CC=C1 N-(5-methyl-4-phenyl-1,3-thiazol-2-yl)-4-(pyrrolidin-1-yl-sulfonyl)benzamide